FC1(OC2=C(O1)C=CC(=C2)C2(CC2)C(=O)NC2=CC=C(C(=N2)C=2C=C(C(=O)O)C=CC2)C)F 3-(6-(1-(2,2-DIFLUOROBENZO[D][1,3]DIOXOL-5-YL)CYCLOPROPANECARBOXAMIDO)-3-METHYLPYRIDIN-2-YL)BENZOIC ACID